2-(tetrahydropyran-4-ylamino)-quinazoline-7-carboxylic acid [(S)-(3-fluoro-4-trifluoromethyl-phenyl)-(S)-pyrrolidin-2-yl-methyl]-amide FC=1C=C(C=CC1C(F)(F)F)[C@@H]([C@H]1NCCC1)NC(=O)C1=CC=C2C=NC(=NC2=C1)NC1CCOCC1